7-hydroxy-4-(4-diethylamino-1-butylamino)quinoline OC1=CC=C2C(=CC=NC2=C1)NCCCCN(CC)CC